3-(5-(((1S,2R)-2-((4,4-difluorocyclohexyl)amino)cyclohexyl)amino)-1-oxoisoindolin-2-yl)piperidine-2,6-dione FC1(CCC(CC1)N[C@H]1[C@H](CCCC1)NC=1C=C2CN(C(C2=CC1)=O)C1C(NC(CC1)=O)=O)F